1,7-bis(4-hydroxy-3-methoxyphenyl)-1,6-heptadien OC1=C(C=C(C=C1)C=CCCCC=CC1=CC(=C(C=C1)O)OC)OC